O(C(=S)[S-])C(F)(F)F.[Zn+2].FC(F)(F)OC(=S)[S-] zinc trifluoromethyl xanthate